N1N=C(N=C1)CNC(=O)C1=C(N(C2=NC(=C(C=C21)C)C)C2=C(C(=CC=C2C)O)C)N N-((1H-1,2,4-triazol-3-yl)methyl)-2-amino-1-(3-hydroxy-2,6-dimethylphenyl)-5,6-dimethyl-1H-pyrrolo[2,3-b]pyridine-3-carboxamide